1-(1-cyanocyclopropyl)-6-(2,2-dimethyltetrahydro-2H-pyran-4-yl)indolizine-2-carboxylic acid C(#N)C1(CC1)C=1C(=CN2C=C(C=CC12)C1CC(OCC1)(C)C)C(=O)O